2-amino-1-(1H-indol-3-yl)ethanone NCC(=O)C1=CNC2=CC=CC=C12